6-(7-(4-(2-(2-aminopyridin-3-yl)-5-phenyl-3H-imidazo[4,5-b]pyridin-3-yl)benzyl)-4,7-diazaspiro[2.5]octan-4-yl)pyrimidine-4-carbonitrile NC1=NC=CC=C1C1=NC=2C(=NC(=CC2)C2=CC=CC=C2)N1C1=CC=C(CN2CCN(C3(CC3)C2)C2=CC(=NC=N2)C#N)C=C1